COC=1C=C2C(=NC=NC2=CC1OC)N1CC[C@@H](CCC1)CP(O)(O)=O (R)-((1-(6,7-dimethoxyquinazolin-4-yl)azepan-4-yl)methyl)phosphonic acid